1-acetyl-4-isobutyl-N-[[2-(methylaminomethyl)phenyl]methyl]-N-[2-oxo-2-[[(3R)-2-oxospiro[1H-pyrrolo[2,3-b]pyridine-3,2'-indan]-5'-yl]amino]ethyl]piperidine-4-carboxamide C(C)(=O)N1CCC(CC1)(C(=O)N(CC(NC=1C=C2C[C@@]3(CC2=CC1)C(NC1=NC=CC=C13)=O)=O)CC1=C(C=CC=C1)CNC)CC(C)C